(S)-(4-(3-ethyl-2-(2-methylpyridin-4-yl)-1H-indol-5-yl)piperidin-1-yl)(piperidin-2-yl)methanone C(C)C1=C(NC2=CC=C(C=C12)C1CCN(CC1)C(=O)[C@H]1NCCCC1)C1=CC(=NC=C1)C